3-(1-Cyclopropyl-1H-1,2,4-triazol-3-yl)-4-methoxy-5-nitrobenzyl methanesulfonate CS(=O)(=O)OCC1=CC(=C(C(=C1)[N+](=O)[O-])OC)C1=NN(C=N1)C1CC1